C(#N)CC1N(CCNC1)C#N 2-(cyanomethyl)piperazine-1-carbonitrile